3-(5,5'-difluoro-6'-methyl-[3,4'-bipyridin]-2'-yl)-5-(4-methylthiazol-2-yl)-1,2,4-oxadiazole FC=1C=C(C=NC1)C1=CC(=NC(=C1F)C)C1=NOC(=N1)C=1SC=C(N1)C